C(C)(C)(C)N1N=C(C(=C1NC1=NC2=CC=CC=C2C=C1)C(=O)N)C1=CC=C(C=C1)[N+](=O)[O-] 1-tert-butyl-3-(4-nitrophenyl)-5-[(quinolin-2-yl)amino]-1H-pyrazole-4-carboxamide